2-((cis)-3-aminocyclobutyl)-4-methylbenzonitrile N[C@H]1C[C@H](C1)C1=C(C#N)C=CC(=C1)C